1-(3-cyano-1-isopropyl-1H-indol-5-yl)-1H-pyrazole-4-carboxylic acid cinnamate C(C=CC1=CC=CC=C1)(=O)O.C(#N)C1=CN(C2=CC=C(C=C12)N1N=CC(=C1)C(=O)O)C(C)C